BrC1=C2CCN(C2=CC=C1)C=1N=CC=C2C=C(C=NC12)CO (8-(4-bromoindolin-1-yl)-1,7-naphthyridin-3-yl)methanol